C(C)(C)(C)N=NCC(CC)C#N 1-(tert-butylazo)-2-cyanobutane